3-methyl 3-((2-nitropyridin-3-yl)oxy)azetidine-1,3-dicarboxylate [N+](=O)([O-])C1=NC=CC=C1OC1(CN(C1)C(=O)[O-])C(=O)OC